magnesium(II) fluoride [F-].[Mg+2].[F-]